rac-rel-trans-3-((3r,4r)-4-methylpyrrolidin-3-yl)-5-(piperidin-1-ylmethyl)-5,6-dihydro-1,4,2-dioxazine C[C@@H]1[C@H](CNC1)C1=NOC[C@H](O1)CN1CCCCC1 |o1:1,2,10|